FC1=C2CCCC(C2=CC(=C1OC)F)=O 5,7-difluoro-6-methoxy-3,4-dihydronaphthalen-1(2H)-one